C1(CC1)[C@]1(C(NC(N1)=O)=O)CC(CC)C(=O)N1CC2=CC=C(C=C2C1)C(F)(F)F (5s)-5-cyclopropyl-5-(2-(5-(trifluoromethyl)isoindoline-2-carbonyl)butyl)imidazolidine-2,4-dione